(3R,4S)-N-cyclopropyl-4-fluoro-N-methylpyrrolidin-3-amine 2HCl Cl.Cl.C1(CC1)N([C@@H]1CNC[C@@H]1F)C